5-(benzyloxy)-6-bromo-2-(3-fluorophenyl)oxazolo[4,5-b]pyrazine C(C1=CC=CC=C1)OC1=C(N=C2C(=N1)N=C(O2)C2=CC(=CC=C2)F)Br